1-[4-[[7-(hydrazinocarbonyl)pyrrolo[2,3-d]pyrimidin-4-yl]-methyl-amino]cyclohexyl]-trans-N-methyl-methanesulfonamide N(N)C(=O)N1C=CC2=C1N=CN=C2N(C2CCC(CC2)CS(=O)(=O)NC)C